9-[6-[4-methyl-3-(trifluoromethoxy)phenoxy]-3-pyridyl]-7H-purin-8-one CC1=C(C=C(OC2=CC=C(C=N2)N2C3=NC=NC=C3NC2=O)C=C1)OC(F)(F)F